CC12CN(CC2C1C(NC(C)(C)C1=NC=C2N1C=CC=C2SC)=O)C(=O)OC(C)(C)C tert-butyl 1-methyl-6-((2-(8-(methylthio) imidazo[1,5-a]pyridin-3-yl) propan-2-yl) carbamoyl)-3-azabicyclo[3.1.0]hexane-3-carboxylate